6-methyl-5,6,7,8-tetrahydro-3H-quinazolin-4-one CC1CC=2C(NC=NC2CC1)=O